CC(COC)COC 2-methyl-1,3-dimethoxypropane